Methyl (2-amino-4-bromobenzoyl)-L-phenylalaninate NC1=C(C(=O)N[C@@H](CC2=CC=CC=C2)C(=O)OC)C=CC(=C1)Br